FC(OCC1CC1)(F)F (1R,2R)-2-((trifluoromethoxy)methyl)cyclopropane